CN1C(CC(C1)C(=O)N[C@@H](CCN1C2CC(CC1CC2)N2C(=NC1=C2C=CC=C1)C)C1=CC=CC=C1)=O 1-Methyl-N-{(1S)-3-[3-endo-(2-methyl-1H-benzimidazol-1-yl)-8-azabicyclo[3.2.1]oct-8-yl]-1-phenylpropyl}-2-oxo-4-pyrrolidinecarboxamide